FC1=CC=C(C(=C1C#N)N1CCC(CC1)C1=NN=CN1C)C=1C=NC(=CC1)F 6-fluoro-3-(6-fluoropyridin-3-yl)-2-(4-(4-methyl-4H-1,2,4-triazol-3-yl)piperidin-1-yl)benzonitrile